COC1=NC=NC=C1O 4-methoxy-pyrimidin-5-ol